C1(CC1)C=1N=NN(C1)[C@H](C(=O)N1[C@@H](C[C@H](C1)O)C(=O)NC1CC(C1)N1N=CN=C1)C(C)(C)C (2S,4r)-1-[(2S)-2-(4-cyclopropyl-triazol-1-yl)-3,3-dimethyl-butyryl]-4-hydroxy-N-[3-(1,2,4-triazol-1-yl)cyclobutyl]pyrrolidine-2-carboxamide